FC=1C=C(C(N(C1)C)=O)[C@@H]1N(CCC1)C1=NC=2N(C=C1)N=CC2C(=O)NC2(CC2)C (R)-5-(2-(5-fluoro-1-methyl-2-oxo-1,2-dihydropyridin-3-yl)pyrrolidin-1-yl)-N-(1-methylcyclopropyl)pyrazolo[1,5-a]pyrimidine-3-carboxamide